C(C)(C)(C)OC(=O)N1[C@@H](C[C@@H](CC1)NC=1N=C2C(=NC1)N(C=C2C(N[C@H](COC)C)=O)COCC[Si](C)(C)C)C tert-butyl-(2R,4R)-4-[(7-[((S)-1-methoxypropan-2-yl)carbamoyl]-5-{[2-(trimethylsilyl)ethoxy]methyl}-5H-pyrrolo[2,3-b]pyrazin-2-yl)amino]-2-methylpiperidine-1-carboxylate